1-Ethyl-4-(4,4,5,5-tetramethyl-1,3,2-dioxaborolan-2-yl)pyrazole C(C)N1N=CC(=C1)B1OC(C(O1)(C)C)(C)C